C(C)(C)(C)OC(NCC1CN(CC1)C1=NC(=NC=C1CN)C1=CC(=C(C=C1)Cl)C(F)(F)F)=O.O1C(CC=C1)C1=NC=CC=N1 dihydrofuranyl-pyrimidine tert-butyl-N-[[1-[5-(aminomethyl)-2-[4-chloro-3-(trifluoromethyl)phenyl]pyrimidin-4-yl]pyrrolidin-3-yl]methyl]carbamate